7-[2-methoxy-5-(4,4,5,5-tetramethyl-1,3,2-dioxaborolan-2-yl)phenyl]cinnolin-4-amine trifluoroacetic Acid Salt FC(C(=O)O)(F)F.COC1=C(C=C(C=C1)B1OC(C(O1)(C)C)(C)C)C1=CC=C2C(=CN=NC2=C1)N